N-methyl-2-(1H-pyrazolo[4,3-b]pyridin-6-ylsulfanyl)benzamide CNC(C1=C(C=CC=C1)SC=1C=C2C(=NC1)C=NN2)=O